(2R,5R)-9-{[5-(aminomethyl)-2-pyridyl]methoxy}-5-(hydroxymethyl)-2-isopropyl-1-methyl-1,2,3,4,5,6-hexahydro-1,4-benzodiazocin-3-one NCC=1C=CC(=NC1)COC1=CC2=C(C[C@@H](NC([C@H](N2C)C(C)C)=O)CO)C=C1